C(=O)(O)C1=CC=C(CN2C[C@@]3([C@@H](N[C@H]([C@@H]3C3=C(C(=CC=C3)Cl)Cl)C(=O)NC3=C(C=C(C(=O)O)C=C3)OC)CC(C)(C)C)C3=CC=C(C=C23)Cl)C=C1 4-((2'S,3S,4'S,5'R)-1-(4-carboxybenzyl)-6-chloro-4'-(2,3-dichlorophenyl)-2'-neopentyl-spiro[indoline-3,3'-pyrrolidine]-5'-carboxamido)-3-methoxybenzoic acid